ClC1=CC=C(CN2B(NC3=C4C2=CC=CC4=CC=C3)C=3C(=C4CC(CC4=C(C3C)C)(C(=O)OC)C(=O)OC)C)C=C1 (S)-dimethyl 5-(1-(4-chlorobenzyl)-1H-naphtho[1,8-de][1,3,2]diazaborinin-2(3H)-yl)-4,6,7-trimethyl-1,3-dihydro-2H-indene-2,2-dicarboxylate